O=C1NC(CCC1N1C(C2=CC=CC(=C2C1=O)NCCOCCOCCNC(C1=CC=C(C(=O)NC2=CC3=C(NC(=N3)CN3[C@H](CCC3)C)C=C2)C=C1)=O)=O)=O N1-(2-(2-(2-((2-(2,6-dioxopiperidin-3-yl)-1,3-dioxoisoindolin-4-yl)amino)ethoxy)ethoxy)ethyl)-N4-(2-(((S)-2-methylpyrrolidin-1-yl)methyl)-1H-benzo[d]imidazol-5-yl)terephthalamide